bis(allyloxymethyl)-1-butanol C(C=C)OCC(CCC)(O)COCC=C